FC=1C=C(C=CC1OC)NC(=O)C=1C=C(C=CC1)C=1N=C(C2=C(N1)SC=C2)NC(P(OCC)(OCC)=O)P(OCC)(OCC)=O Tetraethyl (((2-(3-((3-fluoro-4-methoxyphenyl)carbamoyl)phenyl)thieno[2,3-d]pyrimidin-4-yl)amino)methylene)bis(phosphonate)